(S)-2-(2-((tert-Butyldimethylsilyl)oxy)-1-(3-fluoro-5-methoxyphenyl)ethyl)-6-(5-methyl-2-((1-methyl-1H-pyrazol-5-yl)amino)pyrimidin-4-yl)-1H-pyrrolo[1,2-c]imidazol-3-one [Si](C)(C)(C(C)(C)C)OC[C@H](C1=CC(=CC(=C1)OC)F)N1C(N2C(C1)=CC(=C2)C2=NC(=NC=C2C)NC2=CC=NN2C)=O